tert-butyl 2-(4-methoxyphenyl)-3-thioxo-1,4,8-triazaspiro[4.5]dec-1-ene-8-carboxylate COC1=CC=C(C=C1)C1=NC2(NC1=S)CCN(CC2)C(=O)OC(C)(C)C